3-chloro-4-((3,5-difluoropyridin-2-yl)methoxy-d2)-2'-(3-(2-methoxypropane-2-yl)-1H-pyrazol-1-yl)-5',6-dimethyl-2H-[1,4'-bipyridin]-2-one ClC=1C(N(C(=CC1OC([2H])([2H])C1=NC=C(C=C1F)F)C)C1=CC(=NC=C1C)N1N=C(C=C1)C(C)(C)OC)=O